[3-[4-[2-chloro-4-[[5-(2,3-difluoro-4-methoxy-phenyl)-1-methyl-imidazole-2-carbonyl]amino]benzoyl]piperazin-1-yl]-3-oxo-propoxy]propionic acid methyl ester COC(C(C)OCCC(=O)N1CCN(CC1)C(C1=C(C=C(C=C1)NC(=O)C=1N(C(=CN1)C1=C(C(=C(C=C1)OC)F)F)C)Cl)=O)=O